5-(cyclopropylmethyl)-4-(6-cyclopropylpyridin-3-yl)-2-(2-methyl-3-(trifluoromethyl)-2H-indazol-5-yl)-7-(trifluoromethyl)-2,5-dihydro-3H-pyrrolo[3,2-c]pyridazin-3-one C1(CC1)CN1C=C(C2=NN(C(C(=C21)C=2C=NC(=CC2)C2CC2)=O)C2=CC1=C(N(N=C1C=C2)C)C(F)(F)F)C(F)(F)F